(2-fluoro-3-nitrobenzyl)(methyl)carbamic acid tert-butyl ester C(C)(C)(C)OC(N(C)CC1=C(C(=CC=C1)[N+](=O)[O-])F)=O